5-(3-amino-2-oxopiperidin-1-yl)-2-methyl-N-((R)-1-(2-(1-methyl-1H-pyrazol-4-yl)quinolin-4-yl)ethyl)benzamide NC1C(N(CCC1)C=1C=CC(=C(C(=O)N[C@H](C)C2=CC(=NC3=CC=CC=C23)C=2C=NN(C2)C)C1)C)=O